N-(3-(aminomethyl)oxetan-3-yl)-4-((3-(2,3-difluoro-4-methoxyphenyl)imidazo[1,2-a]pyrazin-8-yl)amino)-2-ethylbenzamide hydrochloride Cl.NCC1(COC1)NC(C1=C(C=C(C=C1)NC=1C=2N(C=CN1)C(=CN2)C2=C(C(=C(C=C2)OC)F)F)CC)=O